FC1=CC=C(C=C1)C1(CC2C(CN(C2)C(=O)NC2=CC(=CC=C2)OC)C1)O 5-(4-fluorophenyl)-5-hydroxy-N-(3-methoxyphenyl)-octahydrocyclopenta[c]pyrrole-2-carboxamide